(S)-3-amino-7-(((2S,4R)-4-hydroxy-1-methylpyrrolidin-2-yl)methoxy)-5-methyl-2,3-dihydrobenzo[b][1,4]oxazepin-4(5H)-one N[C@@H]1C(N(C2=C(OC1)C=CC(=C2)OC[C@H]2N(C[C@@H](C2)O)C)C)=O